11-fluoro-8H-dibenzo[3,4:6,7]cyclohepta[1,2-b]thiophen-8-one FC1=CC2=C(C(C3=C(C4=C2SC=C4)C=CC=C3)=O)C=C1